2-(2-isopropylphenyl)-N-methyl-9-(4-(1-methyl-4-(trifluoromethyl)-1H-imidazol-2-yl)benzyl)-9H-purin-8-amine C(C)(C)C1=C(C=CC=C1)C1=NC=C2N=C(N(C2=N1)CC1=CC=C(C=C1)C=1N(C=C(N1)C(F)(F)F)C)NC